C(CCC#C)N1CCN(CC1)C(=O)OC(C)(C)C tert-butyl 4-(pent-4-yn-1-yl)piperazine-1-carboxylate